N1CCC(CC1)C1=NC(=NC(=N1)C1NCCC1)NC1=CC(=CC=C1)C(F)(F)F 4-(piperidin-4-yl)-6-(pyrrolidin-2-yl)-N-(3-(trifluoromethyl)phenyl)-1,3,5-triazin-2-amine